4-(2-{[(2R,7aS)-2-fluoro-hexahydro-1H-pyrrolizin-7a-yl]methoxy}-8-fluoro-4-(4-methanesulfonyl-piperidin-1-yl)pyrido[4,3-d]pyrimidin-7-yl)-5-ethynyl-6-fluoronaphthalen-2-ol F[C@@H]1C[C@@]2(CCCN2C1)COC=1N=C(C2=C(N1)C(=C(N=C2)C2=CC(=CC1=CC=C(C(=C21)C#C)F)O)F)N2CCC(CC2)S(=O)(=O)C